N-[(1R)-1-[3-(4-methoxyphenyl)phenyl]ethyl]-2-methyl-5-(4-methylpiperazin-1-yl)benzamide COC1=CC=C(C=C1)C=1C=C(C=CC1)[C@@H](C)NC(C1=C(C=CC(=C1)N1CCN(CC1)C)C)=O